sn-glycero-3-phosphocholine OC[C@@H](O)COP(=O)([O-])OCC[N+](C)(C)C